2-(4-fluoro-2-vinylphenoxy)acetonitrile FC1=CC(=C(OCC#N)C=C1)C=C